2-(butylsulfinyl)-4-phenyl-6-(thien-2-yl)thieno[2,3-b]pyridin-3-amine C(CCC)S(=O)C1=C(C=2C(=NC(=CC2C2=CC=CC=C2)C=2SC=CC2)S1)N